ethyl 2-((2-((4-chloro-2,5-dimethoxyphenyl) amino)-2-oxoethyl) thio)-1H-imidazole-4-carboxylate ClC1=CC(=C(C=C1OC)NC(CSC=1NC=C(N1)C(=O)OCC)=O)OC